6-azaspiro[3.3]heptane-6-carboxylic acid tert-butyl ester C(C)(C)(C)OC(=O)N1CC2(CCC2)C1